(R)-1-(2-chloropyridin-3-yl)ethyl (4-(5-(1,3-dicyano-2,2-dimethylcyclopropane-1-carboxamido)pyridin-2-yl)-1-methyl-1H-1,2,3-triazol-5-yl)carbamate C(#N)C1(C(C1C#N)(C)C)C(=O)NC=1C=CC(=NC1)C=1N=NN(C1NC(O[C@H](C)C=1C(=NC=CC1)Cl)=O)C